(R,E)-N-((1,2,3,5,6,7-hexahydro-s-indacen-4-yl)carbamoyl)-2-(1-(tetrahydro-2H-thiopyran-4-yl)pyrrolidin-2-yl)ethene-1-sulfonamide C1CCC2=C(C=3CCCC3C=C12)NC(=O)NS(=O)(=O)\C=C\[C@@H]1N(CCC1)C1CCSCC1